C(C1=CC=CC=C1)N1C[C@@]2(C[C@@]2(C1)C(F)(F)F)CO ((1S,5R)-3-benzyl-5-(trifluoromethyl)-3-azabicyclo[3.1.0]hex-1-yl)methanol